[N+](=[N-])=CC(CC[C@@H](C(=O)OC(C)C)NC([C@H](CC1=CNC2=CC=C(C=C12)F)OC)=O)=O isopropyl (S)-6-diazo-2-((S)-3-(5-fluoro-1H-indol-3-yl)-2-methoxypropanamido)-5-oxohexanoate